2-(4-(4-ethylsulfonyloxycyclohexylmethyl)piperazin-1-yl)-6-(trifluoromethyl)-8-nitro-benzothiopyran-4-one C(C)S(=O)(=O)OC1CCC(CC1)CN1CCN(CC1)C=1SC2=C(C(C1)=O)C=C(C=C2[N+](=O)[O-])C(F)(F)F